C(C1=CC=CC=C1)(=O)ON=C(C(=O)C=1C=CC=2N(C3=CC=C(C=C3C2C1)C(C(CCCC)=NOC(C1=CC=CC=C1)=O)=O)CC)CC1CCCCC1 3-cyclohexyl-1-(6-(2-(benzoyloxyimino)hexanoyl)-9-ethyl-9H-carbazol-3-yl)Propane-1,2-dione-2-(O-benzoyl oxime)